3-[4-[1-(3-aminobenzoyl)-4-piperidyl]anilino]piperidine-2,6-dione NC=1C=C(C(=O)N2CCC(CC2)C2=CC=C(NC3C(NC(CC3)=O)=O)C=C2)C=CC1